6-(((1S,2S,4S)-4-(3-(1,1-difluoroethyl)phenyl)-2-(dimethylamino)cyclohexyl)-oxy)-2-methyl-N-(pyrimidin-4-yl)pyridine-3-sulfonamide FC(C)(F)C=1C=C(C=CC1)[C@@H]1C[C@@H]([C@H](CC1)OC1=CC=C(C(=N1)C)S(=O)(=O)NC1=NC=NC=C1)N(C)C